7-(3-chloro-5-fluoro-phenyl)-N4-methyl-N2-[3-(4-methylimidazol-1-yl)-1-bicyclo[1.1.1]pentyl]-5,6-dihydropyrrolo[2,3-d]pyrimidine-2,4-diamine ClC=1C=C(C=C(C1)F)N1CCC2=C1N=C(N=C2NC)NC21CC(C2)(C1)N1C=NC(=C1)C